4-{[3-(4-{[1-(2,3-dihydroxypropyl)piperidin-4-yl]amino}-1-(2,2,2-trifluoroethyl)-1H-indol-2-yl)prop-2-yn-1-yl]amino}-3-methoxybenzoic acid OC(CN1CCC(CC1)NC1=C2C=C(N(C2=CC=C1)CC(F)(F)F)C#CCNC1=C(C=C(C(=O)O)C=C1)OC)CO